CC(C)C[C@@H](C(=O)O)N (S)-(+)-leucine